3-((2R,3R,4R,5R)-5-((bis(4-methoxyphenyl)(phenyl)methoxy)methyl)-4-hydroxy-3-methoxytetrahydrofuran-2-yl)-3H-benzo[b]pyrimido[4,5-e][1,4]oxazin-2(10H)-one COC1=CC=C(C=C1)C(OC[C@@H]1[C@H]([C@H]([C@@H](O1)N1C(N=C2NC3=C(OC2=C1)C=CC=C3)=O)OC)O)(C3=CC=CC=C3)C3=CC=C(C=C3)OC